CN(CCO[C@@H]1CO[C@H]2[C@@H]1OC[C@@H]2O)C (3S,3aR,6R,6aR)-6-[2-(dimethylamino)ethoxy]-2,3,3a,5,6,6a-hexahydrofuro[3,2-b]furan-3-ol